NC(=CC(=O)C1C(C12CCN(CC2)C(=O)OC(C)(C)C)(F)F)C2=C(C=C(C=C2)F)C(F)(F)F tert-butyl 2-{3-amino-3-[4-fluoro-2-(trifluoromethyl) phenyl] acryloyl}-1,1-difluoro-6-azaspiro[2.5]octane-6-carboxylate